lanthanum cerium salt [Ce].[La]